C(C)(=O)OCC=1C(=NC=CC1B(O)O)N1C(C2=CC=3CC(CC3N2CC1)(C)C)=O {3-[(acetyloxy)methyl]-2-{4,4-dimethyl-9-oxo-1,10-diaza-tricyclo[6.4.0.02,6]dodeca-2(6),7-dien-10-yl}pyridin-4-yl}boronic acid